O[C@@H]1[C@H]2[C@@H]([C@H]([C@@H](C1)O2)C(=O)NC2CCN(CC2)S(=O)(=O)C)C2=CC(=NC=C2)C (1R,2R,3S,4R,5S)-5-hydroxy-3-(2-methylpyridin-4-yl)-N-(1-(methylsulfonyl)Piperidin-4-yl)-7-oxabicyclo[2.2.1]Heptane-2-carboxamide